7-diethylamino-3-(4-maleimidophenyl)-4-methylcoumarin C(C)N(C1=CC=C2C(=C(C(OC2=C1)=O)C1=CC=C(C=C1)N1C(C=CC1=O)=O)C)CC